3-(3-methoxy-3-oxo-propyl)-3-nitro-cyclobutanecarboxylic acid ethyl ester C(C)OC(=O)C1CC(C1)([N+](=O)[O-])CCC(=O)OC